3-(4,5-dimethylazol-2-yl)-5-(3-carboxy-methoxyphenyl)-2-(4-sulfophenyl)-2H-tetrazolium CC=1C=C(NC1C)N1N([NH2+]C(=N1)C1=C(C(=CC=C1)C(=O)O)OC)C1=CC=C(C=C1)S(=O)(=O)O